N-[(1R)-1-[(2S,4R)-4-hydroxy-2-[[(1S)-1-[4-(4-methylthiazol-5-yl)phenyl]-ethyl]carbamoyl]pyrrolidine-1-carbonyl]-2,2-dimethyl-propyl]piperidine-4-carboxamide O[C@@H]1C[C@H](N(C1)C(=O)[C@@H](C(C)(C)C)NC(=O)C1CCNCC1)C(N[C@@H](C)C1=CC=C(C=C1)C1=C(N=CS1)C)=O